6-ethoxy-2-methylpyrido[3,4-d]pyrimidin-4-yl 2,4,6-triisopropylbenzenesulfonate C(C)(C)C1=C(C(=CC(=C1)C(C)C)C(C)C)S(=O)(=O)OC=1C2=C(N=C(N1)C)C=NC(=C2)OCC